C(C)(C)(C)S(=O)N Tertbutyl-sulfinamide